C(N)(=O)C1CC(CC1)C(=O)N1CCN(CC1)C(=O)OC(C)(C)C tert-Butyl 4-(3-carbamoylcyclopentane-1-carbonyl)piperazine-1-carboxylate